C(C)N(CC)P(C1=CC=CC=C1)N(CC)CC Bis(Diethylamino)Phenylphosphine